C(CCC)OC1=CC=C(C=C1)C(C#C)(O)C1=CC=C(C=C1)OC 1-(4-butoxyphenyl)-1-(4-methoxyphenyl)-prop-2-yn-1-ol